(((2r,6s)-2,6-dimethylmorpholino)methyl)oxazole-5-carbaldehyde C[C@H]1O[C@H](CN(C1)CC=1OC(=CN1)C=O)C